BrC1=C(C(=CC(=C1)C1(CC1)OC)F)OC 1-bromo-3-fluoro-2-methoxy-5-(1-methoxycyclopropyl)benzene